Methyl 2-((2S,4S)-2-(((tert-butoxycarbonyl)(methyl)amino)methyl)-5-chloro-6-fluoro-2-phenyl-2,3-dihydrobenzofuran-4-yl)-3-fluoro-4-(2-((tetrahydro-2H-pyran-2-yl)oxy)ethoxy)benzoate C(C)(C)(C)OC(=O)N(C)C[C@@]1(OC2=C(C1)C(=C(C(=C2)F)Cl)C2=C(C(=O)OC)C=CC(=C2F)OCCOC2OCCCC2)C2=CC=CC=C2